COC1=C(C=C(C(=C1)N(CCNC)C)[N+](=O)[O-])NC1=NC=CC(=N1)C1=CN(C2=CC=CC=C12)C 2-methoxy-N'-methyl-N-[4-(1-methyl-1H-indol-3-yl)-2-pyrimidinyl]-N'-[2-(methylamino)ethyl]-5-nitro-1,4-phenylenediamine